(4-amino-2-(((S)-pent-2-yl)oxy)imidazo[2,1-f][1,2,4]triazin-7-yl)(3,3-dimethylpiperidin-4-yl)methanol NC1=NC(=NN2C1=NC=C2C(O)C2C(CNCC2)(C)C)O[C@@H](C)CCC